(3S,4R,5R)-1-(4-aminopyrimidin-2-yl)-3-fluoro-5-methoxy-piperidin-4-ol NC1=NC(=NC=C1)N1C[C@@H]([C@@H]([C@@H](C1)OC)O)F